C(C)(C)[O-] Isopropanolat